C[C@]1(NCOC1)C(=O)N (R)-4-methyloxazolidine-4-carboxamide